CC1=NN(C(=C1CCC(=O)N1CCC(CC1)CC1=NC=CC=C1)C)C=1C=CC=2N(N1)C(=NN2)C 3-(3,5-dimethyl-1-(3-methyl-[1,2,4]triazolo[4,3-b]pyridazin-6-yl)-1H-pyrazol-4-yl)-1-(4-(pyridin-2-ylmethyl)piperidin-1-yl)propan-1-one